The molecule is a hydroperoxy fatty acid that is alpha-linolenic acid having a single hydroperoxy substituent located at the 2R-position. It is a hydroperoxyoctadecatrienoic acid and a (2R)-hydroperoxy fatty acid. It derives from an alpha-linolenic acid. It is a conjugate acid of a (R)-2-hydroperoxy-alpha-linolenate. CC/C=C\\C/C=C\\C/C=C\\CCCCCC[C@H](C(=O)O)OO